C12(CC(C1)C2)COC2=NC1=C(C(=C(C=C1C(=N2)N2C[C@@](CCC2)(O)C)[N+](=O)[O-])C2=CC=CC1=CC=C(C(=C21)C#C)F)F (R)-1-(2-(bicyclo[1.1.1]pentan-1-ylmethoxy)-7-((R)-8-ethynyl-7-fluoronaphthalen-1-yl)-8-fluoro-6-nitroquinazolin-4-yl)-3-methylpiperidin-3-ol